C(=O)(OC)C1=CC=C(C=C1)C=1SC=C(N1)C(=O)OCC (4'-carbomethoxyphenyl)-4-carbethoxythiazole